3-(4-(azetidin-1-yl)pyrimidin-5-yl)azetidine-1-carboxylic acid tert-butyl ester C(C)(C)(C)OC(=O)N1CC(C1)C=1C(=NC=NC1)N1CCC1